N-[4-(6-fluoro-3,4-dihydro-1H-isoquinolin-2-yl)-2,6-dimethylphenyl]-3,3-dimethylbutyramide FC=1C=C2CCN(CC2=CC1)C1=CC(=C(C(=C1)C)NC(CC(C)(C)C)=O)C